Sodium manganate sodium [Na+].[Mn](=O)(=O)([O-])[O-].[Na+]